Br[C@H]1C=CN(S1)N1CC(CC1)F (S)-5-bromo-2-(3-fluoropyrrolidin-1-yl)thiazoleN